FC1(CC(C1)NS(=O)(=O)C1=CC(=CC=C1)C(=O)N1CC2(C3=CC(=CC=C13)NS(=O)(=O)C)CCCCC2)F N-(3,3-difluorocyclobutyl)-3-(5'-(methylsulfonamido)spiro[cyclohexane-1,3'-indoline]-1'-carbonyl)benzenesulfonamide